ClCC=1C=CC=2C3=C(C(NC2C1F)=O)C=CO3 7-(chloromethyl)-6-fluoro-5H-furo[3,2-c]quinolin-4-one